S1N=C(C2=C1C=CC=C2)N2CCN(CC2)CC=2C=C1C(N(C(C1=CC2)=O)C2C(NC(CC2)=O)=O)=O 5-((4-(Benzo[d]isothiazol-3-yl)piperazin-1-yl)methyl)-2-(2,6-dioxopiperidin-3-yl)isoindoline-1,3-dione